F[C@H]1[C@@H](C1)N1C(C(=CC=C1)NC(=O)C=1C(=CC=2N(C1)C=C(N2)[C@@]21CO[C@@](CC2)(C1)C)OC(C)C)=O N-(1-((1R,2R)-2-fluorocyclopropyl)-2-oxo-1,2-dihydropyridin-3-yl)-7-isopropoxy-2-((1S,4R)-1-methyl-2-oxabicyclo[2.2.1]heptan-4-yl)imidazo[1,2-a]pyridine-6-carboxamide